1,1'-(Decane-1,10-diyl)bis{3-chloro-4-[(E)-4-(diethylamino)styryl]pyridin-1-ium} dibromide [Br-].[Br-].C(CCCCCCCCC[N+]1=CC(=C(C=C1)\C=C\C1=CC=C(C=C1)N(CC)CC)Cl)[N+]1=CC(=C(C=C1)\C=C\C1=CC=C(C=C1)N(CC)CC)Cl